(9H-fluoren-9-yl)methyl ((S)-1-(((S)-1-((4-((tert-butyldimethylsilyl)oxy)phenyl)amino)-6-((diphenyl(p-tolyl)methyl)amino)-1-oxohexan-2-yl)amino)-3-methyl-1-oxobutan-2-yl)carbamate [Si](C)(C)(C(C)(C)C)OC1=CC=C(C=C1)NC([C@H](CCCCNC(C1=CC=C(C=C1)C)(C1=CC=CC=C1)C1=CC=CC=C1)NC([C@H](C(C)C)NC(OCC1C2=CC=CC=C2C=2C=CC=CC12)=O)=O)=O